C1=CC(=C(C(=C1)O[C@@H]2C(C(C(C(O2)CO)O)O)O)C(=O)/C=C/C3=CC=C(C=C3)[N+](=O)[O-])O 1-(2-Hydroxy-6-(glucopyranosyl)-phenyl)-3-(4-nitro-phenyl)-propenone